N-methyl-5-[4-[(3-oxo-2-propyl-4H-quinoxalin-6-yl)methyl]piperazin-1-yl]pyridine-2-carboxamide tert-Butyl-(3aR,5s,6aS)-5-hydroxyhexahydrocyclopenta[c]pyrrole-2(1H)-carboxylate C(C)(C)(C)OC(=O)N1C[C@@H]2[C@H](C1)CC(C2)O.CNC(=O)C2=NC=C(C=C2)N2CCN(CC2)CC=2C=C1NC(C(=NC1=CC2)CCC)=O